C(C)(C)(C)OC(=O)N1C(C=2C(CC1)=C(N(N2)C)C2=NC(=CC(=C2)CNS(=O)(=O)C)Cl)C 3-[6-chloro-4-(methylsulfonylaminomethyl)-2-pyridinyl]-2,7-dimethyl-5,7-dihydro-4H-pyrazolo[3,4-c]pyridine-6-carboxylic acid tert-butyl ester